Ethylidene diphosphate O1P(OC1C)(=O)OP(=O)([O-])[O-]